[Fe](I)I.[Li] lithium iron iodide